FC1=CC=C(C=N1)NC(=O)N1CCC(CC1)C(C)(C)S(=O)(=O)C1=CC=NN1C N-(6-fluoro-pyridin-3-yl)-4-(2-((1-methyl-1H-pyrazol-5-yl)sulfonyl)propan-2-yl)piperidine-1-carboxamide